C1=CC=CC=2C3=CC=CC=C3C(C12)COC(=O)NC1=CC=C(C=C1)C[C@@H](C(=O)NCC(=O)OCC)NC(=O)OC(C)(C)C (S)-ethyl 2-(3-(4-((((9H-fluoren-9-yl)methoxy)carbonyl)amino)phenyl)-2-((tert-butoxycarbonyl)amino)propanamido)acetate